O=C1NC(CCC1N1C(N(C2=C1C=CC(=C2)C2=CC=C(C=C2)CC(=O)NC2=CC1=CC(=C(C(=C1C=C2)F)N2S(NC(C2)=O)(=O)=O)O)C)=O)=O 2-[4-[1-(2,6-dioxo-3-piperidyl)-3-methyl-2-oxo-benzimidazol-5-yl]phenyl]-N-[5-fluoro-7-hydroxy-6-(1,1,4-trioxo-1,2,5-thiadiazolidin-2-yl)-2-naphthyl]acetamide